4-[5-(2-aminoethyl)pyrimidin-2-yl]-3-(2-cyclopropyl-6-methylpyridin-4-yl)oxybenzonitrile NCCC=1C=NC(=NC1)C1=C(C=C(C#N)C=C1)OC1=CC(=NC(=C1)C)C1CC1